C(C)C(CS(=O)(=O)O)C 2-ethyl-propanesulfonic acid